BrC1=C(C(=CC=C1)F)C1(N=C(N=CC1C(=O)N)Cl)Cl (2-bromo-6-fluorophenyl)-2,4-dichloro-4,5-dihydropyrimidine-5-carboxamide